FC=1C(=CC(=NC1)OC)C1=CC(=NN1)C(=O)N1C2(CC2)C[C@H](CC1)C(=O)N[C@H](C)C12CCC(CC1)(CC2)O (S)-4-(5-(5-fluoro-2-methoxypyridin-4-yl)-1H-pyrazole-3-carbonyl)-N-((R)-1-(4-hydroxybicyclo[2.2.2]octan-1-yl)ethyl)-4-azaspiro[2.5]octane-7-carboxamide